C12CC(CC2C1)N1C(C(N(CC1)CC=1N=NC(=CC1)C=1SC=CN1)=O)=O 1-((cis)-bicyclo[3.1.0]hexan-3-yl)-4-((6-(thiazol-2-yl)pyridazin-3-yl)methyl)piperazine-2,3-dione